1,4-butylene 2,5-furandicarboxylate O1C2=CC=C1C(=O)OCCCCOC2=O